4-(2,6-difluoro-4-nitrophenoxy)-6-methoxy-quinoline FC1=C(OC2=CC=NC3=CC=C(C=C23)OC)C(=CC(=C1)[N+](=O)[O-])F